FC(C(C)(C)O)(F)C=1C(=C(C=CC1)[C@@H](C)NC1=NC(=NC2=C(C3=C(C=C12)C(C(N3C)=O)(C)C)C)C)F (R)-4-((1-(3-(1,1-difluoro-2-hydroxy-2-methylpropyl)-2-fluorophenyl)ethyl)amino)-2,6,6,8,9-pentamethyl-6,8-dihydro-7H-pyrrolo[3,2-g]quinazolin-7-one